C1(CCCC1)NC=1C=C(C=C(C1)C1(CC(C1)C)C1=NN=CN1C)N1C(C2=CC(=CC(=C2C1)C(F)(F)F)CNC1(CCC1)C)=O 2-(3-(cyclopentylamino)-5-((1r,3r)-3-methyl-1-(4-methyl-4H-1,2,4-triazol-3-yl)cyclobutyl)phenyl)-6-(((1-methylcyclobutyl)amino)methyl)-4-(trifluoromethyl)isoindolin-1-one